[N+](=O)([O-])C1=CC=CC=C1C1=CC=CC=C1[N+](=O)[O-] 6,6'-dinitro[1,1'-biphenyl]